tert-butyl (R)-5-((4-(7-(dimethylphosphoryl)-1H-indole-3-yl)-5-(trifluoromethyl)pyrimidin-2-yl)amino)-2-azaspiro[3.3]heptane-2-carboxylate CP(=O)(C)C=1C=CC=C2C(=CNC12)C1=NC(=NC=C1C(F)(F)F)N[C@H]1C2(CN(C2)C(=O)OC(C)(C)C)CC1